2-amino-N-(3-aminopropyl)-8-[3-[3-(hydroxymethyl)azetidin-1-yl]sulfonylphenyl]-N-propyl-3H-1-benzazepine-4-carboxamide NC1=NC2=C(C=C(C1)C(=O)N(CCC)CCCN)C=CC(=C2)C2=CC(=CC=C2)S(=O)(=O)N2CC(C2)CO